FC(C1=CC=C(C=C1)C1(CC1)C1=NOC(=N1)CC(C(=O)OCC(=O)O)=C)(F)F 2-((2-((3-(1-(4-(trifluoromethyl)phenyl)cyclopropyl)-1,2,4-oxadiazol-5-yl)methyl)acryloyl)oxy)acetic acid